C(C)(=O)N[C@H]1C[C@H](CCC1)C(=O)NC1=NC=C(C(=C1)C1=CC=CC2=C1OCC(N2)(C)C)Cl (1S,3R)-3-acetamido-N-(5-chloro-4-(3,3-dimethyl-3,4-dihydro-2H-benzo[b][1,4]oxazin-8-yl)pyridin-2-yl)cyclohexane-1-carboxamide